P(=O)(O)(O)O[C@H]1C[C@@H](O[C@@H]1CO)N1C(=O)NC(=O)C(C)=C1 thymidine-3'-phosphate